(4S)-7-(3,5-Dimethylisoxazol-4-yl)-2-(morpholin-4-ylcarbonyl)-4-pyridin-2-yl-4,5-dihydroimidazo[1,5,4-de][1,4]benzoxazine CC1=NOC(=C1C1=CC=C2C=3N([C@H](COC31)C3=NC=CC=C3)C(=N2)C(=O)N2CCOCC2)C